BrC1=C2CCCC2=CC=2OCC(C21)C 4-bromo-3-methyl-3,5,6,7-tetrahydro-2H-indeno[5,6-b]furan